FC1=C(C=CC(=N1)C(=O)NC)N1CCN(CC1)CC=1C=C(C=2C3=C(C(NC2C1)=O)COC3)F 6-fluoro-5-(4-((9-fluoro-4-oxo-1,3,4,5-tetrahydrofuro[3,4-c]quinolin-7-yl)methyl)piperazin-1-yl)-N-methylpicolinamide